N1(CCC1)CC#CC=1C(=CC(N(C1)CC1=CC=C(C=C1)OC)=O)C(F)(F)F 5-(3-(azetidin-1-yl)prop-1-yn-1-yl)-1-(4-methoxybenzyl)-4-(trifluoromethyl)pyridin-2(1H)-one